[Si](C)(C)(C(C)(C)C)OCCCCC=1C=C(C(=NC1)C(C)C)N1C(N=C(C2=C1N=C(C(=C2)F)Cl)N2[C@H](CN(CC2)C(=O)OC(C)(C)C)C)=O tert-butyl (S)-4-(1-(5-(4-((tert-butyldimethylsilyl)oxy)butyl)-2-isopropylpyridin-3-yl)-7-chloro-6-fluoro-2-oxo-1,2-dihydropyrido[2,3-d]pyrimidin-4-yl)-3-methylpiperazine-1-carboxylate